4,5,6-tribromoresorcinol BrC1=C(C=C(O)C(=C1Br)Br)O